8-(difluoromethoxy)-4-methyl-1-oxo-3,4-dihydroisoquinoline FC(OC=1C=CC=C2C(CNC(C12)=O)C)F